C(C)(C)(C)OC(=O)N[C@H](C(=O)N[C@@H](CC(=O)OCC)C=1C=C(C=C(C1F)C(F)(F)F)C1=C(C=C(C=C1C)F)CCCCC=C)CC=C Ethyl (S)-3-((S)-2-((tert-butoxycarbonyl)amino)pent-4-enamido)-3-(4,4'-difluoro-2'-(hex-5-en-1-yl)-6'-methyl-5-(trifluoromethyl)-[1,1'-biphenyl]-3-yl)propanoate